C(CCCC)C1C=CC(CC1)=O 4-amyl-cyclohex-2-en-1-one